NCC=O 2-amino-1-ethanone